ClC=1[C@@H](C(C(=C2C=CC=CC12)C1=CC=CC2=CC=CC=C12)(P(C1=CC=CC=C1)C1=CC=CC=C1)P(C1=CC=CC=C1)C1=CC=CC=C1)Cl dichloro[(R)-2,2-bis(diphenylphosphino)-1,1'-binaphthyl]